N1=CC=C(C=C1)C=1N=C(C2=C(N1)C=NC=C2)NC(C(=O)O)C.C(CC)(=O)O propanoic acid {[2-(pyridin-4-yl)pyrido[3,4-d]pyrimidin-4-yl]amino}propanoate